12-Hydroxy-tetracosanoic acid OC(CCCCCCCCCCC(=O)O)CCCCCCCCCCCC